C(=C)N1C(C(CC1)C)=O N-vinyl-3-methyl-2-pyrrolidone